C(\C=C/C=CC=CC=CC=CCCCCCCCCCCCCC)(=O)O cis-tetracosapentaenoic acid